N[C@H](C(=O)N)C[C@H]1C(NC(C1)(C)C)=O (2S)-2-amino-3-[(3R)-5,5-dimethyl-2-oxo-pyrrolidin-3-yl]propanamide